[3-[4-(methylamino)-5,6,7,8-tetrahydropyrido[3,4-d]pyrimidin-2-yl]pyrrolidin-1-yl]-(4-propylphenyl)methanone CNC=1C2=C(N=C(N1)C1CN(CC1)C(=O)C1=CC=C(C=C1)CCC)CNCC2